2-((S)-1-acryloyl-4-(6-(5-methyl-1H-indazole-4-carbonyl)-2-(((S)-1-methylpyrrolidin-2-yl)methoxy)-6,7-dihydro-5H-pyrrolo[3,4-d]pyrimidin-4-yl)piperazin-2-yl)acetonitrile C(C=C)(=O)N1[C@H](CN(CC1)C=1C2=C(N=C(N1)OC[C@H]1N(CCC1)C)CN(C2)C(=O)C=2C=1C=NNC1C=CC2C)CC#N